methyl-hydroxyacetic acid CC(C(=O)O)O